N-(4-(5-(difluoromethyl)-1,3,4-oxadiazol-2-yl)benzyl)-2-(1,4-oxazepan-4-yl)-N-phenylethane-1-sulfonamide FC(C1=NN=C(O1)C1=CC=C(CN(S(=O)(=O)CCN2CCOCCC2)C2=CC=CC=C2)C=C1)F